1-(4-(10-(5-chloro-1H-indol-1-yl)decyl)piperazin-1-yl)-2-(2,4-difluorophenyl)-3-(1H-1,2,4-triazol-1-yl)propan-2-ol ClC=1C=C2C=CN(C2=CC1)CCCCCCCCCCN1CCN(CC1)CC(CN1N=CN=C1)(O)C1=C(C=C(C=C1)F)F